(6-(3-chloro-1H-pyrrolo[2,3-b]pyridin-5-yl)-8-((R)-morpholin-3-yl)-3,4-dihydroisoquinolin-2(1H)-yl)((2R,6R)-2,6-Dimethylmorpholinyl)methanone ClC1=CNC2=NC=C(C=C21)C=2C=C1CCN(CC1=C(C2)[C@H]2NCCOC2)C(=O)N2C[C@H](O[C@@H](C2)C)C